4-((2,5-dimethyl-4,5-dihydro-2H-pyrazolo[4,3-c]quinolin-6-yl)amino)-N-(methyl-d3)nicotinamide CN1N=C2C(CN(C=3C(=CC=CC23)NC2=CC=NC=C2C(=O)NC([2H])([2H])[2H])C)=C1